2,3-bis(4-phenylbutanoyloxy)propyl 4-phenylbutanoate C1(=CC=CC=C1)CCCC(=O)OCC(COC(CCCC1=CC=CC=C1)=O)OC(CCCC1=CC=CC=C1)=O